C1=CC=CC=2C3=CC=CC=C3C(C12)COC(=O)N([C@H](C(=O)N(CC(=O)O)C)C(C)C)C 2-[[(2S)-2-[9H-fluorene-9-ylmethoxycarbonyl-(methyl)amino]-3-methylbutanoyl]-methylamino]acetic acid